ethyl 4-[3-(3-cyanophenyl)-4,4,4-trifluoro-3-hydroxy-but-1-ynyl]-2,6-dimethyl-7-oxo-1H-pyrrolo[2,3-c]pyridine-3-carboxylate C(#N)C=1C=C(C=CC1)C(C#CC=1C2=C(C(N(C1)C)=O)NC(=C2C(=O)OCC)C)(C(F)(F)F)O